tert-butyl (5-bromo-8-(4-methoxybenzyl)-8H-imidazo[4',5':3,4]benzo[1,2-d]thiazol-2-yl)carbamate BrC=1C2=C(C3=C(N=C(S3)NC(OC(C)(C)C)=O)C1)N(C=N2)CC2=CC=C(C=C2)OC